methyl (E)-4-oxo-4-(2,6-diazaspiro[3.3]heptan-2-yl)butan-2-en-1-carboxylate O=C(/C=C/CC(=O)OC)N1CC2(C1)CNC2